methyl 5-methoxy-6-(3-(1-methyl-1H-pyrazol-3-yl)phenyl)-2-morpholinopyrimidine-4-carboxylate COC=1C(=NC(=NC1C1=CC(=CC=C1)C1=NN(C=C1)C)N1CCOCC1)C(=O)OC